2-{[(tert-butoxy)carbonyl]amino}-4-(4,4-difluoropiperidin-1-yl)-5-fluoro-1,3-benzothiazole C(C)(C)(C)OC(=O)NC=1SC2=C(N1)C(=C(C=C2)F)N2CCC(CC2)(F)F